BrC1=NN(C(=N1)C(CCCCOC1OCCCC1)OC1=C(C(=C(C=C1)F)F)F)COC 3-bromo-1-(methoxymethyl)-5-(5-((tetrahydro-2H-pyran-2-yl)oxy)-1-(2,3,4-trifluorophenoxy)pentyl)-1H-1,2,4-triazole